FC(OC=1C=C(C=CC1)C1(CC1)C(N)=N)(F)F 1-(3-(trifluoromethoxy)phenyl)cyclopropanecarboximidamide